COC1=CC=C(C=C1)C(OC[C@]12O[C@H]([C@H](NC1)[C@@H]2O)N2C(N=C(C=C2)NC(C2=CC=CC=C2)=O)=O)(C2=CC=CC=C2)C2=CC=C(C=C2)OC N-(1-{(1R,3R,4R,7S)-1-{[bis(4-methoxyphenyl)(phenyl)methoxy]Methyl}-7-hydroxy-2-oxa-5-azabicyclo[2.2.1]Hept-3-yl}-2-oxo-1,2-dihydropyrimidin-4-yl)benzamide